(1S,3R,4S)-2-((R)-2-chloro-9-hydroxy-9H-fluorene-9-carbonyl)-N-((R)-1-cyano-2-((R)-2-oxopiperidin-3-yl)ethyl)-5,5-difluoro-2-azabicyclo[2.2.2]octane-3-carboxamide ClC1=CC=2[C@](C3=CC=CC=C3C2C=C1)(C(=O)N1[C@@H]2CC([C@H]([C@@H]1C(=O)N[C@H](C[C@@H]1C(NCCC1)=O)C#N)CC2)(F)F)O